2-(oxetan-3-yl)-2,7-diazaspiro[3.5]nonan O1CC(C1)N1CC2(C1)CCNCC2